O=C1C(=CNC2=CC=CC=C12)C(=O)N Oxo-1,4-dihydroquinoline-3-carboxamide